NC1=CC=C2C3(CN(C(C2=C1)=O)C[C@@H](CN1CC2=CC=CC=C2CC1)O)CC3 (R)-7'-amino-2'-(3-(3,4-dihydroisoquinolin-2(1H)-yl)-2-hydroxypropyl)-2',3'-dihydro-1'H-spiro[cyclopropane-1,4'-isoquinoline]-1'-one